3-fluoro-5-methylphenol FC=1C=C(C=C(C1)C)O